FC=1C=C(C=C(C1)F)[C@@H]1CC=NN1C(=O)N1CCN(CC1)C1=NC=C(C(=N1)N1C(=NN=C1C)C)F (S)-(5-(3,5-difluorophenyl)-4,5-dihydro-1H-pyrazol-1-yl)(4-(4-(3,5-dimethyl-4H-1,2,4-triazol-4-yl)-5-fluoropyrimidin-2-yl)piperazin-1-yl)methanone